MONO-SODIUM L-ASPARTATE-MONOHYDRATE O.N[C@@H](CC(=O)O)C(=O)[O-].[Na+]